FC1=CC=CC2=C1N=C(S2)C([C@H](C[C@H]2C(NCC2)=O)NC(OC(C)(C)C)=O)=O tert-Butyl ((S)-1-(4-fluorobenzo[d]thiazol-2-yl)-1-oxo-3-((S)-2-oxo pyrrolidin-3-yl)propan-2-yl)carbamate